(R)- or (S)-N-((4-(2-fluoro-4-(trifluoromethoxy)phenyl)-4,5,6,7-tetrahydropyrazolo[1,5-a]pyrimidin-6-yl)methyl)acrylamide FC1=C(C=CC(=C1)OC(F)(F)F)N1C=2N(C[C@@H](C1)CNC(C=C)=O)N=CC2 |o1:16|